3-{[1-Methyl-2-(6-trifluoromethoxy-benzothiazol-2-ylamino)-1H-benzoimidazole-5-carbonyl]-amino}-propionic acid methyl ester COC(CCNC(=O)C1=CC2=C(N(C(=N2)NC=2SC3=C(N2)C=CC(=C3)OC(F)(F)F)C)C=C1)=O